Cl.C(CC)OC=1C=CC(=C2CCNCC12)C1=CC=C(C=C1)C(F)(F)F 8-propoxy-5-(4-(trifluoromethyl)phenyl)-1,2,3,4-tetrahydroisoquinoline hydrochloride